CN1CC(C1)S(=O)(=O)C1=CC=C(C=C1)B(O)O [4-(1-methylazetidine-3-sulfonyl)phenyl]boronic acid